Methyl 2-methoxy-6-vinylnicotinate COC1=C(C(=O)OC)C=CC(=N1)C=C